C(C(=C)C)(=O)OCCCC(C)C 4-methyl-pentyl methacrylate